(R)-2-((4-(3-nonyl-3H-diazirin-3-yl)butanoyl)oxy)-3-(stearoyloxy)propyl (2-(trimethylammonio)ethyl) phosphate P(=O)(OC[C@@H](COC(CCCCCCCCCCCCCCCCC)=O)OC(CCCC1(N=N1)CCCCCCCCC)=O)(OCC[N+](C)(C)C)[O-]